OC1(C(CCC(C1)C)C(C)C)C(=O)NC[C@@H]1OCCC2=CC=CC=C12 |r| 1-hydroxy-N-((1RS)-isochroman-1-ylmethyl)-2-isopropyl-5-methylcyclohexane-1-carboxamide